ClC1=C(NC2=CN(C3=CC=CC=C23)C)C=CC=C1C1=CC=CC=C1 3-(2-chloro-3-phenylanilino)-1-methylindole